C(C1=CC=CC=C1)N1CC=2C(N(C=3N=CC=CC3C2CC1)CC1CC1)=O 3-benzyl-6-(cyclopropylmethyl)-2,3,4,6-tetrahydropyrido[3,4-c][1,8]naphthyridine-5(1H)-one